2-chloro-N-(5-((4,4-difluorocyclohexyl)methoxy)-1,3,4-thiadiazol-2-yl)-5-methoxy-6-methyl-(4,4-bipyridine)-3-carboxamide ClC1=NC(=C(C(=C1C(=O)NC=1SC(=NN1)OCC1CCC(CC1)(F)F)C1=CC=NC=C1)OC)C